C(C=CC=CC=CCCCCCCCCCCC)(=O)OCC(OC(C=CC=CC=CCCCCCCCCCCC)=O)CO[C@@]1([C@H](O)[C@@H](O)[C@H](O)[C@H](O1)CC1=CC=C(C=C1)O)NC(CC)=O 1,2-Di-O-(9Z,12Z,15Z-octadecatrienoyl)-3-O-(6-p-hydroxy-phenyl-propionamido-6-deoxy-alpha-D-glucosyl)-glycerol